BrC=1C=C(C=CC1N)NCCF 3-bromo-N1-(2-fluoroethyl)benzene-1,4-diamine